ClC1=CC=C2C(=NC(N(C2=C1)C=1C=C(C=CC1)C=1N=C(N(C1)C)C(=O)N)=O)N(C)C (3-(7-chloro-4-(dimethylamino)-2-oxoquinazolin-1(2H)-yl)phenyl)-1-methyl-1H-imidazole-2-carboxamide